C(#N)C1=NC2=CC(=CC(=C2N=C1N1CC2C3CCC(C2C1)C3O)[C@@H](C)NC3=C(C(=O)O)C=CC=C3)C 2-(((1R)-1-(2-cyano-3-(8-hydroxyoctahydro-2H-4,7-methanoisoindol-2-yl)-7-methylquinoxalin-5-yl)ethyl)amino)benzoic acid